6-[1-(Azetidin-3-yl)-5-methyl-1,2,3-triazol-4-yl]-4-[(1R)-1-(pyridine-2-yl)ethoxy]pyrazolo[1,5-a]pyridine-3-carbonitrile N1CC(C1)N1N=NC(=C1C)C=1C=C(C=2N(C1)N=CC2C#N)O[C@H](C)C2=NC=CC=C2